4-bromo-2-(ethoxymethyl)-1-(2-methylpropyl)-5-phenyl-1H-imidazole BrC=1N=C(N(C1C1=CC=CC=C1)CC(C)C)COCC